ethyl hydrogen phosphate P(=O)(OCC)(O)[O-]